tert-Butyl (7-chloro-5-(5-fluoro-6-(morpholine-4-carbonyl)pyridin-2-yl)benzofuran-2-yl)methylcarbamate ClC1=CC(=CC=2C=C(OC21)CNC(OC(C)(C)C)=O)C2=NC(=C(C=C2)F)C(=O)N2CCOCC2